C(=O)O.C1(CCC1)N1C[C@@H](C[C@H](C1)C)OC=1C=C2CN(C(C2=CC1)=O)C1C(NC(CC1)=O)=O 3-(5-(((3R,5R)-1-cyclobutyl-5-methylpiperidin-3-yl)oxy)-1-oxoisoindolin-2-yl)piperidine-2,6-dione formate salt